N-(4-(N,N-dimethyl-sulfamoyl)phenyl)-3-methyl-5-oxo-1-phenyl-4,5-dihydro-1H-pyrazole-4-carboxamide CN(S(=O)(=O)C1=CC=C(C=C1)NC(=O)C1C(=NN(C1=O)C1=CC=CC=C1)C)C